C(CCC)C(C(=O)O)(CCCC(=O)O)CCCC.C(CCCCC(=O)OCCCC)(=O)OCCCC dibutyl adipate (dibutyl adipate)